2-((6-cyclopropylpyridin-3-yl)methoxy)-3-fluoro-5-(4,4,5,5-tetramethyl-1,3,2-dioxaborolan-2-yl)pyridine C1(CC1)C1=CC=C(C=N1)COC1=NC=C(C=C1F)B1OC(C(O1)(C)C)(C)C